COC1=CC=C(CNC2=C3C(=NC(=N2)C2=NC=CC=C2)N(N=C3)C)C=C1 N-(4-methoxybenzyl)-1-methyl-6-(pyridin-2-yl)-1H-pyrazolo[3,4-d]pyrimidin-4-amine